(2-methoxyphenyl)-2-(1-oxoisoindol-2-yl)acetic acid COC1=C(C=CC=C1)C(C(=O)O)N1C(C2=CC=CC=C2C1)=O